CS(=O)(=O)[O-].C(=O)(O)C=1C=[N+](C=CC1)COC(=O)OC1=C(C=CC=C1C(C)C)C(C)C 3-carboxy-1-((((2,6-diisopropylphenoxy)carbonyl)oxy)methyl)pyridin-1-ium methanesulfonate